C(#N)C1=CC=CC(=N1)NC(=O)C=1C=C2C(=NC1N1CCC(CC1)O)N=C(O2)N2CCOCC2 N-(6-Cyanopyridin-2-yl)-5-(4-hydroxypiperidin-1-yl)-2-morpholinooxazolo[4,5-b]pyridine-6-carboxamide